C[C@@H]1CN(CCN1C)C1=C(C=C(C(=C1)OC)NC1=NC=NC(=C1)N1OCC[C@@H]1C1=CC(=CC=C1)OC1=CC=CC=C1)NC(C=C)=O N-(2-((R)-3,4-dimethylpiperazin-1-yl)-4-methoxy-5-((6-((R)-3-(3-phenoxyphenyl)isoxazolidin-2-yl)pyrimidin-4-yl)amino)phenyl)acrylamide